CN1N=NC2=C1C=C(C=C2)C=2C=CN1N=C(N=CC12)N[C@@H]1CC[C@H](CC1)N1CCOCC1 5-(1-methyl-1H-benzo[d][1,2,3]triazol-6-yl)-N-(trans-4-morpholinocyclohexyl)pyrrolo[2,1-f][1,2,4]triazin-2-amine